C(CCCCC(C)C)N(C(C)=O)CCCCCC(C)C N,N-diisooctyl-acetamide